C(#N)[C@H]1N(CSC1)C(CNC(=O)C1=CC=NC2=CC=C(C=C12)COC1CC1)=O (R)-N-(2-(4-Cyanothiazolidin-3-yl)-2-oxoethyl)-6-(cyclopropoxy-methyl)quinoline-4-carboxamide